C(C)/C(/C(=O)OC(C)(C)C=1C=C(C=CC1)C(C)(C)O)=C\C1=NN(C(C(=C1N)Cl)=O)CC1=CC=C(C=C1)OC 2,2'-(1,3-phenylene)dipropane-2-ol ethyl-(E)-3-(4-amino-5-chloro-1-(4-methoxybenzyl)-6-oxo-1,6-dihydropyridazin-3-yl)acrylate